tert-butyl 2-[(3-chloro-2-isothiazol-5-yl-phenyl)methyl]morpholine-4-carboxylate ClC=1C(=C(C=CC1)CC1CN(CCO1)C(=O)OC(C)(C)C)C1=CC=NS1